[5-benzyloxy-2-(4-bromo-2,6-dichloro-phenoxy)-4-pyridyl]methyl 4-methylbenzenesulfonate CC1=CC=C(C=C1)S(=O)(=O)OCC1=CC(=NC=C1OCC1=CC=CC=C1)OC1=C(C=C(C=C1Cl)Br)Cl